(2R,3S,4R,5S)-5-(4-aminopyrrolo[2,1-f][1,2,4]triazin-7-yl)-2-(hydroxymethyl)-2-vinyltetrahydrofuran-3,4-diol NC1=NC=NN2C1=CC=C2[C@H]2[C@@H]([C@@H]([C@@](O2)(C=C)CO)O)O